1-(2-((tert-butyldimethylsilyl)oxy)ethyl)-1H-1,2,4-triazol-3-amine [Si](C)(C)(C(C)(C)C)OCCN1N=C(N=C1)N